1-[(3S)-4-(3,5-dichlorophenyl)-3-methyl-piperazin-1-yl]-5-(2-methoxyethoxy)-2-methyl-pentane-1,4-dione ClC=1C=C(C=C(C1)Cl)N1[C@H](CN(CC1)C(C(CC(COCCOC)=O)C)=O)C